C(#N)C=1C(=NC=CC1)CN1C(=O)N(C=2N=C(N(C2C1=O)CC#CC)N1C[C@@H](CCC1)N)C 1-[(3-cyano-pyridin-2-yl)methyl]-3-methyl-7-(2-butyn-1-yl)-8-(3-(R)-aminopiperidin-1-yl)-xanthine